6-(tert-butyl)-9H-carbazole-3-carbonitrile C(C)(C)(C)C=1C=C2C=3C=C(C=CC3NC2=CC1)C#N